(2S)-1-{[2-(2-Methylbiphenyl-3-yl)-1,3-benzoxazol-6-yl]methyl}piperidine-2-carboxylic acid CC1=C(C=CC=C1C=1OC2=C(N1)C=CC(=C2)CN2[C@@H](CCCC2)C(=O)O)C2=CC=CC=C2